(3-((2-Hydroxyethyl)amino)azetidin-1-yl)(5-(4-(trifluoromethyl)phenoxy)naphthalen-2-yl)methanone OCCNC1CN(C1)C(=O)C1=CC2=CC=CC(=C2C=C1)OC1=CC=C(C=C1)C(F)(F)F